2-Methyl-4-((pentafluoro-λ6-sulfanyl)methylen)-2-phenyltetrahydro-2H-pyran CC1(OCCC(C1)=CS(F)(F)(F)(F)F)C1=CC=CC=C1